diethylaminopropyl-tripropoxysilane C(C)N(CC)CCC[Si](OCCC)(OCCC)OCCC